[4-(5-cyclopropyl-1H-1,2,4-triazol-3-yl)piperazin-1-yl]methanone C1(CC1)C1=NC(=NN1)N1CCN(CC1)C=O